(E)-1-(4-(3,5-dimethoxystyryl)phenyl)-5-methyl-1H-pyrazole-4-carboxylic acid COC=1C=C(/C=C/C2=CC=C(C=C2)N2N=CC(=C2C)C(=O)O)C=C(C1)OC